((5-hydroxy-3-(4-hydroxyphenyl)-4-oxo-4H-chromen-7-yl)oxy)methyl dihydrogen phosphate P(=O)(OCOC1=CC(=C2C(C(=COC2=C1)C1=CC=C(C=C1)O)=O)O)(O)O